[N+](=O)([O-])CC(O)C1=NC=NC=C1 2-nitro-1-(4-pyrimidinyl)-1-ethanol